[Fe].C1=CC=CC1.C1=CC=CC1 dicyclopentadien iron